ClC1=C(CN[C@H](C(=O)O)CC2=CC(=CC=C2)S(=O)(=O)C)C(=CC(=C1)C#CP(=O)(C1=CC(=C(C=C1)O)Cl)C)Cl (2s)-2-(2,6-dichloro-4-((methyl(4-hydroxy-3-chlorophenyl)phosphoryl)ethynyl)benzylamino)-3-(3-(methylsulfonyl)phenyl)propionic acid